FC=1C=C(C=C(C1OCOCC[Si](C)(C)C)F)C1=NC=2CCC(C(C2C=C1)=O)(C)F 2-[3,5-difluoro-4-(2-trimethylsilylethoxymethoxy)phenyl]-6-fluoro-6-methyl-7,8-dihydroquinolin-5-one